trifluoro-3-buten-2-one FC(C(C=C)=O)(F)F